ClC=1C(=CC=2N(C1)C(=CN2)C2=NC=CC(=N2)Cl)F 6-chloro-3-(4-chloro-pyrimidin-2-yl)-7-fluoro-imidazo[1,2-a]pyridine